2-(5-bromopyridin-3-yl)-5-methoxybenzo[d]thiazole BrC=1C=C(C=NC1)C=1SC2=C(N1)C=C(C=C2)OC